C(C)(C)(C)OC(=O)N1CCC(CC1)NC1=C(C(=CC=C1)C)[N+](=O)[O-] 4-(3-methyl-2-nitro-anilino)piperidine-1-carboxylic acid tert-butyl ester